N(=O)[O-].[Bi+3].N(=O)[O-].N(=O)[O-] bismuth (III) nitrite